ethyl 5-amino-2-[2-[(4-methylpyrimidin-2-yl)amino]-3-pyridyl]-6-(5-methyl-1-tetrahydropyran-2-yl-indazol-4-yl)pyrimidine-4-carboxylate NC=1C(=NC(=NC1C1=C2C=NN(C2=CC=C1C)C1OCCCC1)C=1C(=NC=CC1)NC1=NC=CC(=N1)C)C(=O)OCC